C(#N)C=1COC2=C(C1)C=C(C=C2C(C)(C)C)C(C)(C)C 3-cyano-6,8-di-tert-butyl-2H-benzopyran